CS(=O)(=O)N1CCC(CC1)NC1=NC=C(C(=N1)C1=CC=CC=C1)C(=O)N 2-((1-(methylsulfonyl)piperidin-4-yl)amino)-4-phenylpyrimidine-5-carboxamide